ClC=1C(=C(C=CC1)NS(=O)(=O)C1=CC=C(C=C1)S(=O)(=O)N(C)C)N1CCC(CC1)OC=1C=NC=CC1 N1-(3-chloro-2-(4-(pyridin-3-yloxy)piperidin-1-yl)phenyl)-N4,N4-dimethylbenzene-1,4-disulfonamide